methyl cis-3-(2-aminoanilino)cyclobutanecarboxylate NC1=C(N[C@H]2C[C@H](C2)C(=O)OC)C=CC=C1